C(C)OC(=O)C=1N=C2N(C=CC=N2)C1F 3-Fluoroimidazo[1,2-a]pyrimidine-2-carboxylic acid ethyl ester